The molecule is a meroterpenoid found in Guignardia and Fusarium species and shown to exhibit inhibitory activity against Candida albicans growth. It has a role as an antifungal agent and a fungal metabolite. It is a meroterpenoid, a tertiary alcohol, a primary alcohol, an organic hydroxy compound, an organic heterotetracyclic compound, a triol and a tertiary alpha-hydroxy ketone. C[C@@]12CC[C@H]([C@@H]1CC3=C(O2)[C@@H]4C[C@](C3=O)(CO4)O)[C@@](C)(CO)O